C1(CC1)C=1C(=CC(N2C(CSC12)C(=O)O)=O)CC1=CC=CC2=CC=CC=C12 7-cyclopropyl-6-[(1-naphthyl)methyl]-4-oxo-1-thia-3a-aza-3-indancarboxylic acid